CN(C=1N=NC(=CC1)\C=C\C=1C=CC=2N(C1)N=NN2)C2CCNCC2 (E)-N-methyl-N-(piperidin-4-yl)-6-(2-(tetrazolo[1,5-a]pyridin-6-yl)vinyl)pyridazin-3-amine